COC(\C=C/C(=O)OC(C)(C#C)C)=O maleic acid (2-methylbut-3-yn-2-yl) methyl ester